C(C)(C)[N+](=CCCCCCCCCC)[O-] N-isopropyldecan-1-imine oxide